ClC=1C(=NC(=NC1)NC1=CC(=CC=C1)N1CCN(CC1)C)N1C=C(C2=CC(=CC=C12)NC(C=C)=O)C N-[1-[5-chloro-2-[3-(4-methylpiperazin-1-yl)anilino]-pyrimidin-4-yl]-3-methyl-indol-5-yl]prop-2-enamide